N-[(1S)-2,3-dihydro-1H-inden-1-yl]-4-(dimethylamino)-7-fluoro-8-(piperidin-1-yl)quinoline-3-carboxamide [C@@H]1(CCC2=CC=CC=C12)NC(=O)C=1C=NC2=C(C(=CC=C2C1N(C)C)F)N1CCCCC1